ClC1=C(C=C2N=CC=3N(C2=C1)C=CC3)F 8-chloro-7-fluoropyrrolo[1,2-a]quinoxaline